C12=CC=C(N1)C=C1C=CC(=N1)C=C1C=CC(N1)=CC=1C=CC(N1)=C2.[Fe+3] Iron (III) porphyrine